N-(2-bromo-3,4,5-trimethoxybenzyl)-5-chloro-2,4-dihydroxy-N-methylbenzamide BrC1=C(CN(C(C2=C(C=C(C(=C2)Cl)O)O)=O)C)C=C(C(=C1OC)OC)OC